(2S,5S)-4-((5-isopropoxypyridin-2-yl)oxy)-2,4,5-trimethylpiperidine-1-carboxylic acid tert-butyl ester C(C)(C)(C)OC(=O)N1[C@H](CC([C@H](C1)C)(C)OC1=NC=C(C=C1)OC(C)C)C